2-trifluoromethyl-3-[N-(4-acetoxyphenyl)]amino-5-acetoxyindole FC(C=1NC2=CC=C(C=C2C1NC1=CC=C(C=C1)OC(C)=O)OC(C)=O)(F)F